Methyl (E)-3-(2-(6-(benzyloxy)-7-methoxy-1,2,3,4-tetrahydroisoquinolin-1-yl)vinyl)imidazo[1,2-a]pyridine-7-carboxylate C(C1=CC=CC=C1)OC=1C=C2CCNC(C2=CC1OC)/C=C/C1=CN=C2N1C=CC(=C2)C(=O)OC